(3S)-1-(4-(7-Cyclopropyl-5-[(1R)-1-methyl-1,2,3,4-tetrahydroisoquinoline-2-carbonyl]-pyrazolo[1,5-a]pyrimidin-2-yl)-3-fluorophenyl)pyrrolidin-3-ol C1(CC1)C1=CC(=NC=2N1N=C(C2)C2=C(C=C(C=C2)N2C[C@H](CC2)O)F)C(=O)N2[C@@H](C1=CC=CC=C1CC2)C